FC=1C(=CC(=C(C(=O)NCC(C)(C)O)C1)O[C@H](C(F)(F)F)C)N1N=C2N(CCCC2)C1=O 5-fluoro-N-(2-hydroxy-2-methylpropyl)-4-(3-oxo-5,6,7,8-tetrahydro[1,2,4]triazolo[4,3-a]pyridin-2(3H)-yl)-2-{[(2S)-1,1,1-trifluoropropan-2-yl]oxy}benzamide